C(C)(C)(C)OC(=O)C1CC2C(NC1C1=CC=C(C=C1)NC1CCOCC1)CCC2 tert-butyl-2-[4-(tetrahydropyran-4-ylamino)phenyl]-2,3,4,4a,5,6,7,7a-octahydro-1H-cyclopenta[b]pyridine-3-carboxylate